ONC(/C=C/C1=C(C=CC=C1)NC(=O)C1=C(N=C(S1)C1=CC=CC=C1)C)=O (E)-N-(2-(3-(hydroxyamino)-3-oxoprop-1-en-1-yl)phenyl)-4-methyl-2-phenylthiazole-5-carboxamide